C(C)OC(C(=CC1=C(C=C(C=C1)Br)C)N=[N+]=[N-])=O ethyl-2-azido-3-(4-bromo-2-methylphenyl)acrylate